C(C)NC(=O)N N-ethylurea